ClC1=NC(=NC(=C1)Cl)C(=O)O 4,6-dichloro-2-pyrimidinecarboxylic acid